C(C)(C)(C)OC(=O)N1CC=C(CC1)C1=CC(=CC=C1)OC 4-(3-methoxyphenyl)-5,6-dihydropyridine-1(2H)-carboxylic acid tert-butyl ester